2-(4-methylcyclohexyl)propan-2-ol CC1CCC(CC1)C(C)(C)O